C(C)(C)(C)C1=C(C(=CC(=C1)C)CC1=C(C(=CC(=C1)C)C(C)(C)C)O)O 2-tert-butyl-6-(2-hydroxy-3-tert-butyl-5-methylbenzyl)-4-methyl-phenol